[Na+].S(=O)(=O)([O-])CCO isethionic acid Sodium salt